COC1=NC=C(C2=C1C=CN2CC2=CC=C(C=C2)C2=NC(=CC=C2)OC)C(=O)NC2CC1(CC(C1)C(=O)O)C2 6-(4-methoxy-1-(4-(6-methoxypyridin-2-yl)benzyl)-1H-pyrrolo[3,2-c]pyridine-7-carboxamido)spiro[3.3]heptane-2-carboxylic acid